3-(5-(aminomethyl)-1-oxoisoindolin-2-yl)-1-(2-bromobenzoyl)piperidine-2,6-dione NCC=1C=C2CN(C(C2=CC1)=O)C1C(N(C(CC1)=O)C(C1=C(C=CC=C1)Br)=O)=O